(2R,5S)-tert-butyl 2-(3-bromophenyl)-5-methylpiperidine-1-carboxylate BrC=1C=C(C=CC1)[C@@H]1N(C[C@H](CC1)C)C(=O)OC(C)(C)C